4-Tert-butylbromobenzene CC(C)(C)C1=CC=C(C=C1)Br